2,8-dimethyl-adenosine Methyl-5-((1-(4-(((benzyloxy)carbonyl)amino)butoxy)-2-methylpropan-2-yl)amino)benzo[c][2,6]naphthyridine-8-carboxylate CC1=C2C3=C(N=C(C2=CC=N1)NC(COCCCCNC(=O)OCC1=CC=CC=C1)(C)C)C=C(C=C3)C(=O)OC[C@@H]3[C@H]([C@H]([C@@H](O3)N3C(=NC=1C(N)=NC(=NC31)C)C)O)O